C(CCC)OC1=C(C=CC(=C1)OCCCC)[PH2]=O 2,4-dibutoxyphenylphosphine oxide